2-((2-(4-(methylcarbamoyl)phenyl)benzo[d]imidazo[2,1-b]thiazole-7-carboxamido)methyl)pyrrolidine-1-carboxylate CNC(=O)C1=CC=C(C=C1)C=1N=C2SC3=C(N2C1)C=CC(=C3)C(=O)NCC3N(CCC3)C(=O)[O-]